FC1=C(C=CC(=C1)F)C=CC(=O)N[C@@H](CO)C1=CC2=CC=CC=C2C=C1 (R)-3-(2,4-difluoro-phenyl)-N-(2-hydroxy-1-naphthalen-2-yl-ethyl)-acrylamide